4-{[6-(5-chloro-2-fluorophenyl)pyridazin-4-yl]amino}quinolin-7-yl N-methyl-N-[2-(4-methylpiperazin-1-yl)ethyl]carbamate CN(C(OC1=CC=C2C(=CC=NC2=C1)NC1=CN=NC(=C1)C1=C(C=CC(=C1)Cl)F)=O)CCN1CCN(CC1)C